tetradecane-9,11-dien-1-yl acetate C(C)(=O)OCCCCCCCCC=CC=CCC